3-ethyl-7-((4-(2-methyl-6-propionylpyridin-3-yl)piperazin-1-yl)methyl)-4-thioxo-3,4-dihydroquinazolin-2(1H)-one C(C)N1C(NC2=CC(=CC=C2C1=S)CN1CCN(CC1)C=1C(=NC(=CC1)C(CC)=O)C)=O